NCC1=CC=C(C=C1)N1N=C(C=C1)C1CCN(CC1)C(=O)OC(C)(C)C tert-Butyl 4-(1-(4-(aminomethyl)phenyl)-1H-pyrazol-3-yl)piperidine-1-carboxylate